FC1(CCN(CC1)C=1C=2N(C=C(N1)NC(OC(C)(C)C)=O)C(=CN2)F)F tert-Butyl (8-(4,4-difluoropiperidin-1-yl)-3-fluoroimidazo[1,2-a]pyrazin-6-yl)carbamate